5-bromo-3-[(cyclopentylmethyl)sulfanyl]-2-nitropyridine BrC=1C=C(C(=NC1)[N+](=O)[O-])SCC1CCCC1